NC1(COC1)CNC1=NC(=NC2=CC=C(C=C12)C)N1CCS(C2=C(C1)C=NC=C2)(=O)=O 4-(4-(((3-aminooxetane-3-yl)methyl)amino)-6-methylquinazolin-2-yl)-2,3,4,5-tetrahydropyrido[3,4-f][1,4]thiazepine-1,1-dioxide